CN(S(=O)(=O)CC1=CC=CC=C1)C1=CC=C(C=C1)N1C(=NC2=CC=CC=C2C1=O)C N-methyl-N-(4-(2-methyl-4-oxoquinazolin-3(4H)-yl)phenyl)-1-phenylmethanesulfonamide